C1(CC1)[C@@H](NC1=NC(=NC(=N1)N)C=1C=CC=2N(C1)C(=NC2)C)C2=NN(C=C2)C(F)F (R)-N2-(cyclopropyl-(1-(difluoromethyl)-1H-pyrazol-3-yl)methyl)-6-(3-methylimidazo[1,5-a]pyridin-6-yl)-1,3,5-triazine-2,4-diamine